BrC1=C2C=NN3CCCOC(C=C1)=C32 5-bromo-9-oxa-1,2-diazatricyclo[6.4.1.04,13]trideca-2,4,6,8(13)-tetraene